FC=1C=C(C=CC1OC=1C=C2C=NN(C2=CC1)C)[C@H](C)N (1S)-1-[3-fluoro-4-(1-methylindazol-5-yl)oxy-phenyl]ethylamine